methyl 2-((4-(3-bromophenyl)-5-hydroxy-4-methylhexyl)oxy)propanoate BrC=1C=C(C=CC1)C(CCCOC(C(=O)OC)C)(C(C)O)C